N-(4-((3S,5R)-3-amino-5-methylpiperidin-1-yl)pyridin-3-yl)-2,2',6,6'-tetrafluoro-[1,1'-biphenyl]-3-carboxamide dihydrochloride Cl.Cl.N[C@@H]1CN(C[C@@H](C1)C)C1=C(C=NC=C1)NC(=O)C=1C(=C(C(=CC1)F)C1=C(C=CC=C1F)F)F